N-[5-(1H-benzimidazol-2-yl)-1-methyl-pyrazol-3-yl]-4-[4-(2-hydroxyacetyl)piperazin-1-yl]benzamide N1C(=NC2=C1C=CC=C2)C2=CC(=NN2C)NC(C2=CC=C(C=C2)N2CCN(CC2)C(CO)=O)=O